C(C)(C)(C)N1C(OC(C1)(C)COCC1=C(C(=O)NC2=NN=NN2C)C=CC(=N1)C(F)(F)F)=O 2-(((3-(tert-butyl)-5-methyl-2-oxooxazolidin-5-yl)methoxy)methyl)-N-(1-methyl-1H-tetrazol-5-yl)-6-(trifluoromethyl)nicotinamide